C(C)OC([C@@H](NC(C)=O)CCOS(=O)(=O)C)=O N-acetyl-O-methanesulfonyl-L-homoserine ethyl ester